(E)-1-(N-amyl-pyrrol-2-yl)-3-phenylprop-2-en-1-one C(CCCC)N1C(=CC=C1)C(\C=C\C1=CC=CC=C1)=O